BrC1=C(C=CC(=C1O)O)C=CC(=S)NCC1=CC(=C(C(=C1)O)O)O 3-(2-bromo-3,4-dihydroxyphenyl)-N-(3,4,5-trihydroxy-benzyl)-thioacrylamide